C(C1=CC=CC=C1)OC1=C(C(=C(C(=C1)C)CC=1C=C2C3(C(N(C2=CC1)C1OCCCC1)=O)CC3)C)C 5'-{[4-(benzyloxy)-2,3,6-trimethylphenyl]methyl}-1'-(oxan-2-yl)spiro[cyclopropane-1,3'-indol]-2'-one